trans-4-[(6-benzyloxypyrrolo[3,2-b]pyridin-1-yl)methyl]cyclohexane-carboxylic acid C(C1=CC=CC=C1)OC=1C=C2C(=NC1)C=CN2C[C@@H]2CC[C@H](CC2)C(=O)O